ClC1=C(C=CC(=C1)F)S(=O)(=O)NC=1C(=NC=C(C1)B1OC(C(O1)(C)C)(C)C)OC 2-chloro-4-fluoro-N-(2-Methoxy-5-(4,4,5,5-tetramethyl-1,3,2-dioxaborolan-2-yl)pyridin-3-yl)benzenesulfonamide